3-(7-(4-(dimethoxymethyl)piperidin-1-yl)-1-methyl-1H-indazol-3-yl)piperidine-2,6-dione COC(C1CCN(CC1)C=1C=CC=C2C(=NN(C12)C)C1C(NC(CC1)=O)=O)OC